(-)-phosphonic acid P(O)(O)=O